uranyl sulfate S(=O)(=O)([O-])[O-].[U+2](=O)=O